C(C1=CC=CC=C1)OC=1C=C2C=CC(=C(C2=CC1)OC1=CC=C(C=C1)OCCOCCOCCBr)C1=CC=C(C=C1)S(=O)(=O)C 6-(benzyloxy)-1-(4-(2-(2-(2-bromoethoxy)ethoxy)ethoxy)phenoxy)-2-(4-(methylsulfonyl)phenyl)naphthalene